tert-butyl 3-(7-chloro-8-fluoro-2-(piperidin-4-ylmethoxy) pyrido[4,3-d]pyrimidin-4-yl)-3,8-diazabicyclo[3.2.1]octane-8-carboxylate ClC1=C(C=2N=C(N=C(C2C=N1)N1CC2CCC(C1)N2C(=O)OC(C)(C)C)OCC2CCNCC2)F